NC1=NC2=CC(=CC(=C2C=C1Br)F)CCC=1[C@H]([C@H]([C@@H](C1)N1C=CC2=C1N=CN=C2N)O)O (1S,2R,5R)-3-(2-(2-Amino-3-bromo-5-fluoroquinolin-7-yl)ethyl)-5-(4-amino-7H-pyrrolo[2,3-d]pyrimidin-7-yl)cyclopent-3-ene-1,2-diol